pentyl 9-((5-(heptadecan-9-yloxy)-5-oxopentyl)((4-((1H-imidazol-5-yl)formamido)butyl))amino)nonanoate CCCCCCCCC(CCCCCCCC)OC(CCCCN(CCCCCCCCC(=O)OCCCCC)CCCCNC(=O)C1=CN=CN1)=O